ClC1=CC=C(C=C1)C1=CC=C(O1)C(=O)N1C[C@H](CCC1)NC(OC(C)(C)C)=O tert-Butyl N-[(3S)-1-[5-(4-chlorophenyl)furan-2-carbonyl]piperidin-3-yl]carbamate